(8-((2S,5R)-4-benzyl-2,5-diethylpiperazin-1-yl)-6-(benzyloxy)imidazo[1,2-b]pyridazin-2-yl)methanol C(C1=CC=CC=C1)N1C[C@@H](N(C[C@H]1CC)C=1C=2N(N=C(C1)OCC1=CC=CC=C1)C=C(N2)CO)CC